piperidin-2-one trifluoroacetate FC(C(=O)O)(F)F.N1C(CCCC1)=O